NC=1C(=CC=2N(C1)C=C(N2)CCC(C)(O)C)OC 4-(6-amino-7-methoxy-imidazo[1,2-a]pyridin-2-yl)-2-methyl-butan-2-ol